(4(S)-Phenyloxazolidin-2-one-3-yl)acetyl chloride C1(=CC=CC=C1)[C@@H]1N(C(OC1)=O)CC(=O)Cl